ClC1=CC2=C(OC(CN2)C2=NN=C(O2)[C@@H]2CC[C@H](CC2)C(=O)OC)C=C1 trans-methyl 4-(5-(6-chloro-3,4-dihydro-2H-benzo[b][1,4]oxazin-2-yl)-1,3,4-oxadiazol-2-yl)cyclohexanecarboxylate